4-(3-chloro-2-methylanilino)-2'-[(2R)-2-methyl-3-{[(5R)-5-methyl-5,6,7,8-tetrahydroquinolin-4-yl]oxy}propyl]-2',3'-dihydrospiro[cyclohexane-1,1'-indene]-4-carboxylic acid ClC=1C(=C(NC2(CCC3(C(CC4=CC=CC=C34)C[C@H](COC3=CC=NC=4CCC[C@H](C34)C)C)CC2)C(=O)O)C=CC1)C